NC=1C=NCNC1Cl 5-amino-6-chloro-1H-pyrimidine